Dimethyl 3-(3-((4-methoxybenzyl)oxy)-2,3-dihydro-1H-inden-5-yl)-2,2-dimethylpentanedioate COC1=CC=C(COC2CCC3=CC=C(C=C23)C(C(C(=O)OC)(C)C)CC(=O)OC)C=C1